Methyl 3-((((S)-3-cyclopropyl-2-(2-((S)-5-oxo-1-(2,3,5-trifluorobenzyl)-pyrrolidin-2-yl)acetamido)propanoyl)oxy)methyl)benzoate C1(CC1)C[C@@H](C(=O)OCC=1C=C(C(=O)OC)C=CC1)NC(C[C@H]1N(C(CC1)=O)CC1=C(C(=CC(=C1)F)F)F)=O